4-((2,4-dichloropyrimidin-5-yl)methyl)morpholin-3-one ClC1=NC=C(C(=N1)Cl)CN1C(COCC1)=O